(1R,2R)-2-fluoro-N-(3-(6-(1-hydroxybut-3-en-1-yl)-4-methylpyridin-3-yl)-1,6-naphthyridin-7-yl)cyclopropane-1-carboxamide F[C@H]1[C@H](C1)C(=O)NC1=NC=C2C=C(C=NC2=C1)C=1C=NC(=CC1C)C(CC=C)O